ClC=1C=CC(=NC1)C1=CC2=C(N=C(S2)N)C=C1 6-(5-chloro-2-pyridyl)-1,3-benzothiazol-2-amine